tert-Butyl 3-methyl-1H-pyrazolo[3,4-b]pyridine-1-carboxylate CC1=NN(C2=NC=CC=C21)C(=O)OC(C)(C)C